IC=1C2=C(NN1)CN(C2)C(=O)OC(C)(C)C tert-butyl 3-iodo-4,6-dihydropyrrolo[3,4-c]pyrazole-5(1H)-carboxylate